(4S)-7-chloro-6-(3-fluoro-2-pyridinyl)-2,4-dimethyl-8-(trifluoromethyl)-4H-[1,2,4]triazolo[1,5-a][1,4]benzodiazepine ClC1=C(C=CC2=C1C(=N[C@H](C=1N2N=C(N1)C)C)C1=NC=CC=C1F)C(F)(F)F